CCCCCCCCCCCCCCCCCC/C=C\OC[C@H](COP(=O)(O)OC[C@H](CO)O)OC(=O)CCCCCCC/C=C\CCCC 1-(1Z-eicosenyl)-2-(9Z-tetradecenoyl)-glycero-3-phospho-(1'-sn-glycerol)